2-{[4-(7-fluoro-3-methyl-1H-indazol-5-yl)-1-oxo-2,3-dihydro-1H-isoindol-2-yl]methyl}prop-2-enenitrile FC=1C=C(C=C2C(=NNC12)C)C1=C2CN(C(C2=CC=C1)=O)CC(C#N)=C